C(CC)[SiH](C(CCC(O[SiH](C)C)(O[SiH](C)C)O[SiH](C)C)O[SiH](C)C)[SiH](C)C propyltetrakis(dimethylsiloxy)dimethylsilyl-butylsilane